(methylsulfonyl)tetrahydro-2H-pyran-3-carboxamide CS(=O)(=O)C1OCCCC1C(=O)N